2-(1-(4-bromo-1H-pyrazol-1-yl)cyclopropyl)acetonitrile BrC=1C=NN(C1)C1(CC1)CC#N